N4-ethyl-cytidine CCNC1=NC(=O)N(C=C1)[C@H]2[C@@H]([C@@H]([C@H](O2)CO)O)O